C(C)(C)(C)OC(=O)N1CC(C1)NC1=C(C=NC(=C1)Cl)C(=O)O 4-[(1-tert-butoxycarbonyl-azetidin-3-yl)amino]-6-chloro-pyridine-3-carboxylic acid